(4S)-8-methyl-N-[[2-methylsulfanyl-4-(tetrahydrofuran-3-ylamino)pyrimidin-5-yl]methyl]-1,2,3,4-tetrahydroquinolin-4-amine CC=1C=CC=C2[C@H](CCNC12)NCC=1C(=NC(=NC1)SC)NC1COCC1